N-(5-(3-(2,2-dimethylpyrrolidin-1-yl)propanamido)-2-methylpyridin-3-yl)-2-(1-methyl-1H-pyrazol-4-yl)-1H-pyrrolo[2,3-b]pyridine-5-carboxamide CC1(N(CCC1)CCC(=O)NC=1C=C(C(=NC1)C)NC(=O)C=1C=C2C(=NC1)NC(=C2)C=2C=NN(C2)C)C